FC=1C=NN(C1C(=O)NC(C=1OC2=C(N1)C=C(C=C2)C(COC)N2C(NC(C2)C(F)(F)F)=O)C2CCC(CC2)F)C 4-fluoro-N-((4-fluorocyclohexyl)(5-(2-methoxy-1-(2-oxo-4-(trifluoromethyl)imidazolidin-1-yl)ethyl)benzo[d]-oxazol-2-yl)methyl)-1-methyl-1H-pyrazole-5-carboxamide